N[C@H](C(=O)O)C(C)C1=NOC=N1 (S)-2-amino-3-(1,2,4-oxadiazol-3-yl)butyric acid